C(CC1=CC=CC=C1)NC(CN1N=NN=C1C(CCCCB1OC(C(O1)(C)C)(C)C)NC(C1=CC=CC=C1)(C1=CC=CC=C1)C1=CC=CC=C1)=O N-phenethyl-2-(5-(5-(4,4,5,5-tetramethyl-1,3,2-dioxaborolan-2-yl)-1-(tritylamino)pentyl)-1H-tetrazol-1-yl)acetamide